N-[5-[5-methyl-3-(1-methylazetidin-3-yl)oxy-isoxazol-4-yl]pyrazolo[1,5-a]pyridin-2-yl]cyclopropanecarboxamide CC1=C(C(=NO1)OC1CN(C1)C)C1=CC=2N(C=C1)N=C(C2)NC(=O)C2CC2